C(C)(C)(C)NCC(=O)Cl N-t-butyl-glycyl chloride